C1=CC=C(C=2OC3=C(C21)C=CC=C3)C3=C(C(=C2C(C=1C(S2)=C(C(=C(C1[2H])[2H])B1OC(C(O1)(C)C)(C)C)[2H])=C3[2H])[2H])[2H] 2-(8-(dibenzo[b,d]furan-4-yl)dibenzo[b,d]thiophen-3-yl-1,2,4,6,7,9-d6)-4,4,5,5-tetramethyl-1,3,2-dioxaborolane